NC[C@H]1CN(CCO1)CCCC1=CC=CC=2N(C(OC21)=O)C2C(NC(CC2)=O)=O 3-[7-[3-[(2S)-2-(aminomethyl)morpholin-4-yl]propyl]-2-oxo-1,3-benzoxazol-3-yl]piperidine-2,6-dione